3-[4-(2-amino-6-isopropyl-pyrimidin-4-yl)piperazin-2-yl]-4-bromo-N-[2-(dimethylamino)ethyl]benzamide NC1=NC(=CC(=N1)N1CC(NCC1)C=1C=C(C(=O)NCCN(C)C)C=CC1Br)C(C)C